isopropyl-5-methoxypyrimidine-4,6-diol C(C)(C)C1=NC(=C(C(=N1)O)OC)O